C1(=CC=CC=C1)S(=O)O.FC(F)(F)[Na] (trifluoromethyl)sodium benzenesulfinate